3-isopropyl-5-(1-((1-methylpiperidin-4-yl)methyl)piperidin-4-yl)-2-(2-methylpyridin-4-yl)-1H-indole C(C)(C)C1=C(NC2=CC=C(C=C12)C1CCN(CC1)CC1CCN(CC1)C)C1=CC(=NC=C1)C